1-(4-fluoro-benzyl)pseudouridine FC1=CC=C(CN2C=C([C@H]3[C@H](O)[C@H](O)[C@@H](CO)O3)C(NC2=O)=O)C=C1